C12CN(CC(N1)C2)C2=CC=C1C[C@H](COC1=C2)NC(=O)C2=C(C=1C(=NC(=CC1)C)S2)N N-((3R)-7-(3,6-diazabicyclo[3.1.1]heptan-3-yl)chroman-3-yl)-3-amino-6-methylthieno[2,3-b]pyridine-2-carboxamide